N(=[N+]=[N-])\C(\C(=O)OC)=C/C1=C(C(=CC=C1)Cl)Br methyl (Z)-2-azido-3-(2-bromo-3-chlorophenyl)acrylate